ClC1=CC=C(OCC(=O)NC2C(CN(CC2)CCOC2=CC=C(C=C2)Cl)F)C=C1 2-(4-Chlorophenoxy)-N-(1-(2-(4-chlorophenoxy)ethyl)-3-fluoropiperidin-4-yl)acetamid